OC1CN(C1)C(=O)O[C@@H]1CC[C@H](CC1)C(N(C[C@@H]1CC[C@H](CC1)C1=NC(=C(C=C1)OC)C)C1=CC(=CC=C1)C1=CN=C(S1)C1CC1)=O trans-4-((3-(2-Cyclopropylthiazol-5-yl)-phenyl)((trans-4-(5-methoxy-6-methyl-pyridin-2-yl)cyclohexyl)methyl)carbamoyl)cyclohexyl 3-hydroxyazetidine-1-carboxylate